C(C)(C)(C)S(=O)(=O)C=1C(=CC=2N(C1)C(=CN2)C=2C=C(C=C(C2)C2=NC=NO2)NC(OC(C)(C)C)=O)OC tert-butyl (3-(6-(tert-butylsulfonyl)-7-methoxyimidazo[1,2-a]pyridin-3-yl)-5-(1,2,4-oxadiazol-5-yl)phenyl)carbamate